P(=O)(O)(O)OC[C@@H]1[C@H](C[C@@H](O1)N1C(=O)NC(=O)C(C)=C1)N=[N+]=[N-] 3'-azido-3'-deoxythymidine monophosphate